C(C)(=O)N1CC[C@@H]2N(C([C@H](C1)NC(=O)C=1NC3=CC=C(C=C3C1)C(F)(F)P(O)(O)=O)=O)[C@@H](CC2)C(=O)N2CC1=CC(=CC=C1CC2)C ((2-(((5S,8S,10aR)-3-acetyl-8-(7-methyl-1,2,3,4-tetrahydroisoquinoline-2-carbonyl)-6-oxodecahydropyrrolo[1,2-a][1,5]diazocin-5-yl)carbamoyl)-1H-indol-5-yl)difluoromethyl)phosphonic acid